ClC1=C(C=CC=C1)[C@@H](C(=O)OC)N1CC2=C(CC1)SC(=C2)OC(\C=C\CC)=O Methyl (S,E)-2-(2-chlorophenyl)-2-(2-(2-pentenoyloxy)-6,7-dihydrothieno[3,2-c]pyridin-5(4H)-yl)-acetate